O.[N+](=O)([O-])[O-].[N+](=O)([O-])[O-].[Zr+2] zirconium dinitrate hydrate